ethylmethyl{[2,5-difluoro-3-(4,4,5,5-tetramethyl-1,3,2-dioxaborolan-2-yl)phenyl]sulfamoyl}amine C(C)N(S(NC1=C(C(=CC(=C1)F)B1OC(C(O1)(C)C)(C)C)F)(=O)=O)C